2,3-dimethylbenzo[b]thiophene CC1=C(C2=C(S1)C=CC=C2)C